(-)-1-(5-chloro-pyridin-2-yl)-3-[(3S*,4R*)-4-(2,6-difluoro-4-methoxy-phenyl)-2-oxo-pyrrolidin-3-yl]urea ClC=1C=CC(=NC1)NC(=O)N[C@@H]1C(NC[C@H]1C1=C(C=C(C=C1F)OC)F)=O |o1:11,15|